ClC=1C=CC(=C(C1)S(=O)(=O)NC=1C=NC=2CCN(CC2C1)C(=O)OC(C)(C)C)OC tert-butyl 3-((5-chloro-2-methoxyphenyl)sulfonamido)-7,8-dihydro-1,6-naphthyridine-6(5H)-carboxylate